ClC(C(C(C(Cl)(F)F)(Cl)F)(F)F)(Cl)F 1,1,3,4-tetrachlorohexafluorobutane